COC1=C(C=C(C=C1)C(F)(F)F)NC1=NC=C(C(=N1)NN1C(OC2=C1C=CC=C2)=O)C [2-(2-methoxy-5-trifluoromethyl-phenylamino)-5-methyl-pyrimidin-4-ylamino]-3H-benzooxazol-2-one